COC(=O)C1=NN=C2N1C=C(C=C2N2CCN(CC2)CC(C)C)S(NC2(CC2)C)(=O)=O 8-(4-Isobutylpiperazin-1-yl)-6-(N-(1-methylcyclopropyl)sulfamoyl)-[1,2,4]triazolo[4,3-a]pyridine-3-carboxylic acid methyl ester